CN(C(C#CC(=O)N1CC(C1)OCCC(=O)OC(C)(C)C)(C)C)C tert-butyl 3-((1-(4-(dimethylamino)-4-methylpent-2-ynoyl)azetidin-3-yl)oxy)propanoate